NC=1SC2=C(N1)C(=CC=C2F)C2=C(C=C1C(=NC(=NC1=C2F)OCC21CCCN1CCC2)N2CCN(CC(C2)(F)F)C#N)Cl 4-(7-(2-amino-7-fluorobenzo[d]thiazol-4-yl)-6-chloro-8-fluoro-2-((tetrahydro-1H-pyrrolizin-7a(5H)-yl)meth-oxy)quinazolin-4-yl)-6,6-difluoro-1,4-diazepane-1-carbonitrile